(spirobifluorenyl)[di(phenyl)triazinylphenyl]dibenzofuran C12(C(=CC=C3C4=CC=CC=C4C=C13)C1=C(C3=C(OC4=C3C=CC=C4)C=C1)C1=C(C(=C(C=C1)C1=CC=CC=C1)C1=CC=CC=C1)C1=NN=NC=C1)C=CC=C1C4=CC=CC=C4C=C12